4-(N-methyl-N-(3-(N-acetyl-L-leucinylamino)-4-methoxyphenyl)-amino)coumarin CN(C1=CC(=C(C=C1)OC)NC([C@@H](NC(C)=O)CC(C)C)=O)C1=CC(OC2=CC=CC=C12)=O